methyl p-methylphenylacetate CC1=CC=C(C=C1)CC(=O)OC